C(C)(C)(C)OC(=O)NC1=C(C2=C(S1)C(=CC=C2C2=C(C=C1C(=NC(=NC1=C2F)F)N2CC1CCC(C2)N1C(=O)OC(C)(C)C)C(F)(F)F)F)I tert-butyl 3-(7-(2-((tert-butoxy carbonyl) amino)-7-fluoro-3-iodobenzo[b]thiophen-4-yl)-2,8-difluoro-6-(trifluoro methyl) quinazolin-4-yl)-3,8-diazabicyclo[3.2.1]octane-8-carboxylate